NC1=NN2C(C=C(C=C2)C=2C=C(C(=NC2)C)C(=O)NCC2=C(C=CC(=C2)OC(F)(F)F)F)=N1 5-{2-amino-[1,2,4]triazolo-[1,5-a]pyridin-7-yl}-N-{[2-fluoro-5-(trifluoro-methoxy)phenyl]methyl}-2-methylpyridine-3-carboxamide